5-(1H-pyrrolo[2,3-b]pyridin-4-yl)-7-((triisopropylsilyl)ethynyl)-1H-indazol-3-amine N1C=CC=2C1=NC=CC2C=2C=C1C(=NNC1=C(C2)C#C[Si](C(C)C)(C(C)C)C(C)C)N